D-o-fluoromandelic acid FC1=C([C@H](C(=O)O)O)C=CC=C1